Benzo[k]pyranthrene C1C=CC=C2C13C=CC1=CC4=C5C=CC=CC5=CC5=CC=C6C=C(C7=CC=CC=C27)C3=C1C6=C45